3,4-difluorophenyl-magnesium bromide FC=1C=C(C=CC1F)[Mg]Br